(R)-N-(3-(5-chloro-1H-indol-3-yl)propyl)-4-(2-hydroxy-3-(piperazin-1-yl)propoxy)benzenesulfonamide L-glutamate aluminum [Al+3].N[C@@H](CCC(=O)[O-])C(=O)[O-].ClC=1C=C2C(=CNC2=CC1)CCCNS(=O)(=O)C1=CC=C(C=C1)OC[C@@H](CN1CCNCC1)O.N[C@@H](CCC(=O)[O-])C(=O)[O-].N[C@@H](CCC(=O)[O-])C(=O)[O-].[Al+3]